6-[(4-chloro-1H-indol-6-yl)amino]-4-(4-methylpiperazin-1-yl)pyridine-2-carbonitrile ClC1=C2C=CNC2=CC(=C1)NC1=CC(=CC(=N1)C#N)N1CCN(CC1)C